FC(CCO)(C(C(C(C(C(F)(F)F)(F)F)(F)F)(F)F)(F)F)F 3,3,4,4,5,5,6,6,7,7,8,8,8-Tridecafluorooctan-1-ol